[F-].C(CCCCCCCCC)[NH+]1C(CCCC1)CCC 1-decyl-2-propylpiperidinium fluoride